rac-trans-4-(2-methoxyethoxy)-1-(4-methylsulfanylpyrimidin-2-yl)piperidin-3-ol COCCO[C@H]1[C@@H](CN(CC1)C1=NC=CC(=N1)SC)O |r|